C[C@H]1N([C@@H](CNC1)C)C(C(C)C)=O 1-((2R,6R)-2,6-dimethylpiperazin-1-yl)-2-methylpropan-1-one